1-[({1-[(2,2-dimethylpropanoyl)oxy]ethoxy}({[3-(methylamino)-2-[(methylamino)methyl] propyl]sulfanyl})phosphoryl)oxy]ethyl 2,2-dimethylpropanoate CC(C(=O)OC(C)OP(=O)(SCC(CNC)CNC)OC(C)OC(C(C)(C)C)=O)(C)C